6-(1,4-dimethyl-1H-1,2,3-triazol-5-yl)-3-fluoro-4-(phenyl-(tetrahydro-2H-pyran-4-yl)methyl)-4H-thieno[2',3':4,5]Pyrrolo[3,2-b]Pyridine-2-carboxylic acid methyl ester COC(=O)C1=C(C2=C(C3=NC=C(C=C3N2C(C2CCOCC2)C2=CC=CC=C2)C2=C(N=NN2C)C)S1)F